C12(CCC(C3=CC=CC=C13)=O)CCC1(C3=CC=CC=C32)C3=CC=CC=C3C=3C=CC=CC31 2',2'',3',3''-tetrahydro-4''H-dispiro[fluorene-9,1'-naphthalene-4',1''-naphthalen]-4''-one